O1CCC(=CC1)C1=NN2C(N(C3=C(C2=O)C2(CCNCC2)C[C@H]3C)CC(=O)NC3=CC=C(C=C3)C(F)(F)F)=N1 |o1:22| (R or S)-2-(2-(3,6-dihydro-2H-pyran-4-yl)-5-methyl-8-oxo-5,8-dihydrospiro[cyclopenta[d][1,2,4]triazolo[1,5-a]pyrimidine-7,4'-piperidin]-4(6H)-yl)-N-(4-(trifluoromethyl)phenyl)acetamide